tert-butyl (E)-(6-(cyclopropylcarbamoyl)-7-hydroxy-4-neopentyl-5-oxo-3-(2-(tetrahydro-2H-pyran-4-yl)vinyl)-4,5-dihydropyrazolo[1,5-a]pyrimidin-2-yl)carbamate C1(CC1)NC(=O)C=1C(N(C=2N(C1O)N=C(C2\C=C\C2CCOCC2)NC(OC(C)(C)C)=O)CC(C)(C)C)=O